3-Methyl-5-(N-(4-trifluoromethylbenzyl)-N-phenethylsulfamoyl)benzofuran-2-carboxylic acid ethyl ester C(C)OC(=O)C=1OC2=C(C1C)C=C(C=C2)S(N(CCC2=CC=CC=C2)CC2=CC=C(C=C2)C(F)(F)F)(=O)=O